7-(dibenzylamino)pyrazolo[1,5-a]pyrimidin-3-carboxylate C(C1=CC=CC=C1)N(C1=CC=NC=2N1N=CC2C(=O)[O-])CC2=CC=CC=C2